[Si](C)(C)(C(C)(C)C)OCCC=NO 3-((tert-butyldimethylsilyl)oxy)propanal oxime